C1(=CC=CC=C1)C(C)N=C=NC(C)CC N'-(1-phenylethyl)-N-sec-butylcarbodiimide